FC(C)(F)C=1C=C(C(=C(C(=O)OC)C1)C)[N+](=O)[O-] methyl 5-(1,1-difluoroethyl)-2-methyl-3-nitrobenzoate